FC1=C(C=C(C=C1)C(NCCN1[C@H](CCCC1)C)=O)NC(=O)C=1C=C2C(=NC1)NC(=C2)C=2C(=NN(C2)C)OC (S)-N-(2-fluoro-5-((2-(2-methylpiperidin-1-yl)ethyl)carbamoyl)phenyl)-2-(3-methoxy-1-methyl-1H-pyrazol-4-yl)-1H-pyrrolo[2,3-b]pyridine-5-carboxamide